{4-[(3-Fluoro-phenylamino)-methyl]-2,6-dimethyl-phenyl}-carbamic acid propyl ester C(CC)OC(NC1=C(C=C(C=C1C)CNC1=CC(=CC=C1)F)C)=O